BrC1=NC=CC(=C1CO)Br (2,4-dibromopyridin-3-yl)methanol